C(C)(C)(C)OC([C@@H](CC1=C(C=CC=C1)C=O)[C@@H]1CN(CC1)C(=O)OC(C)(C)C)=O tert-butyl (R)-3-((S)-1-(tert-butyloxy)-3-(2-formylphenyl)-1-oxopropan-2-yl)pyrrolidine-1-carboxylate